S1(CCCC12CNCC2)(=O)=O 1-thia-7-azaspiro[4.4]nonane 1,1-dioxide